5-oxo-2H-pyran O=C1C=CCOC1